oxybis(3-chlorobicyclo[3.2.1]oct-2-ene) O(C12C=C(CC(CC1)C2)Cl)C21C=C(CC(CC2)C1)Cl